OC1=C(C=C(C=C1)C1=NN(C(C2=CC=CC=C12)=O)C)C 4-(4-Hydroxy-3-methylphenyl)-2-methyl-1(2H)-phthalazinone